2-Chloro-4-(3-(2-(1,3-dioxoisoindolin-2-yl)ethyl)-4,4-difluoro-5-methylpiperidin-1-yl)pyrimidine-5-carbonitrile ClC1=NC=C(C(=N1)N1CC(C(C(C1)C)(F)F)CCN1C(C2=CC=CC=C2C1=O)=O)C#N